CC1(CCC=2C1=NC1=C(C2NC(=O)N=[S@@](=O)(N)C2=C(N=C(S2)C(CO)(CO)O)CO)CCC1)C (S)-N'-((3,3-dimethyl-1,2,3,5,6,7-hexahydrodicyclopenta[b,e]pyridin-8-yl)carbamoyl)-4-(hydroxymethyl)-2-(1,2,3-trihydroxypropan-2-yl)-thiazole-5-sulfonimidamide